C(C(=C)C)(=O)OC1=CC(=CC=C1)OC(C(=C)C)=O 1,3-bis-methacryloxybenzene